1'-((7-ethyl-6-oxo-5,6-dihydro-1,5-naphthyridin-3-yl)methyl)-N,3',3'-trimethyl-1',2',3',6'-tetrahydro-[3,4'-bipyridine]-6-carboxamide C(C)C=1C(NC=2C=C(C=NC2C1)CN1CC(C(=CC1)C=1C=NC(=CC1)C(=O)NC)(C)C)=O